N[C@H]1COCC[C@@H]1C1=C(C2=NC(=CC(=C2S1)NCC=1SC=CN1)Cl)I 2-((3R,4S)-3-aminotetrahydro-2H-pyran-4-yl)-5-chloro-3-iodo-N-(thiazol-2-ylmethyl)thieno[3,2-b]pyridin-7-amine